C(C)(C)OC(=O)N1CCC2(CC1)CC(C1=CC(=CC=C12)C1=C2C=CN=C(C2=CC=C1)N)OC1=C(C(=CC=C1)C)CC(=O)OCC 5-(1-aminoisoquinolin-5-yl)-3-(2-(2-ethoxy-2-oxoethyl)-3-methylphenoxy)-2,3-dihydrospiro[indene-1,4'-piperidine]-1'-carboxylic acid isopropyl ester